[Si](C1=CC=CC=C1)(C1=CC=CC=C1)(C(C)(C)C)OCCC[C@H](CSC)NC(OC(C)(C)C)=O tert-butyl (R)-(5-((tert-butyldiphenylsilyl)oxy)-1-(methylthio)pentan-2-yl)carbamate